(2R,3S,5R)-5-(4-amino-2-chloro-7H-pyrrolo[2,3-d]pyrimidin-7-yl)-2-ethynyl-2-((isobutyryloxy)methyl)tetrahydrofuran-3-yl isobutyrate C(C(C)C)(=O)O[C@@H]1[C@](O[C@H](C1)N1C=CC2=C1N=C(N=C2N)Cl)(COC(C(C)C)=O)C#C